2-isothiocyanato-6-(trifluoromethyl)pyridine tert-butyl-(3R)-3-(difluoromethyl)-4-((pyridazin-3-yl)methyl)piperazine-1-carboxylate C(C)(C)(C)OC(=O)N1C[C@@H](N(CC1)CC=1N=NC=CC1)C(F)F.N(=C=S)C1=NC(=CC=C1)C(F)(F)F